5-amino-1-{5-cyano-4-[(3,4-dimethoxyphenyl)amino]pyrimidin-2-yl}-1H-pyrazole-4-carboxylic acid tert-butyl ester C(C)(C)(C)OC(=O)C=1C=NN(C1N)C1=NC=C(C(=N1)NC1=CC(=C(C=C1)OC)OC)C#N